methyl 4-(3-(1,1-dioxido-4-oxo-1,2,5-thiadiazolidin-2-yl)-2-fluoro-4-hydroxyphenyl)-2,5-dihydro-1H-pyrrole-2-carboxylate O=S1(N(CC(N1)=O)C=1C(=C(C=CC1O)C1=CC(NC1)C(=O)OC)F)=O